C(N)(=O)C=1C(=NC(=C(N1)CC)Cl)NC=1C=C(CCNC([C@H](C)N(C(OC(C)(C)C)=O)C)=O)C=C(C1)F tert-butyl (S)-(1-((3-((3-carbamoyl-6-chloro-5-ethylpyrazin-2-yl)amino)-5-fluorophenethyl) amino)-1-oxopropan-2-yl)(methyl)carbamate